(3R,4Z,6Z,8E)-ethyl 3,7-dimethyl-9-(tri-n-butylstannyl)nona-4,6,8-trienoate C[C@H](CC(=O)OCC)\C=C/C=C(\C=C\[Sn](CCCC)(CCCC)CCCC)/C